8-(3-Chloro-2-methylphenyl)-9-(3-fluoro-4-((1-(3-fluoropropyl)azetidin-3-yl)methyl)phenyl)-6,7-dihydro-5H-benzo[7]annulen ClC=1C(=C(C=CC1)C=1CCCC2=C(C1C1=CC(=C(C=C1)CC1CN(C1)CCCF)F)C=CC=C2)C